6-(4-isopropyl-1'-(1-isopropylpiperidin-4-yl)-1H,1'H-[3,4'-bipyrazol]-5-yl)-8-methyl-[1,2,4]triazolo[1,5-a]pyridine C(C)(C)C=1C(=NNC1C=1C=C(C=2N(C1)N=CN2)C)C=2C=NN(C2)C2CCN(CC2)C(C)C